BrC1=C(CN2C(=NC=C2C)C2=CC=C(C=C2)SC)C=CC=C1 1-(2-bromobenzyl)-5-methyl-2-(4-(methylthio)phenyl)-1H-imidazole